1-(4-Chlorophenyl)-3-(3-ethoxy-4-hydroxyphenyl)prop-2-en-1-one ClC1=CC=C(C=C1)C(C=CC1=CC(=C(C=C1)O)OCC)=O